ClC1=NC=C(C(=C1)NC1CC(CCC1)NC(OC(C)(C)C)=O)C(N(C)OC)=O tert-butyl N-[3-[[2-chloro-5-[methoxy(methyl) carbamoyl]-4-pyridyl]amino] cyclohexyl]carbamate